6-(4-(Dimethylsulfamoylamino)-3-fluoro-phenyl)-2-(((3S,5S)-5-fluoro-3-piperidyl)amino)-8-isopropyl-7-oxo-pteridine CN(S(=O)(=O)NC1=C(C=C(C=C1)C1=NC=2C=NC(=NC2N(C1=O)C(C)C)N[C@@H]1CNC[C@H](C1)F)F)C